C1(CC1)C#C[Si](C)(C)C Cyclopropyl(trimethylsilyl)acetylene